BrC1=CC(=C(C=C1Cl)N1C(C=CC2=CC(=CC=C12)S(=O)(=O)N(C=1OC=CN1)CC1=CC=C(C=C1)OC)=O)OC (P)-1-(4-bromo-5-chloro-2-methoxyphenyl)-N-(4-methoxybenzyl)-N-(oxazol-2-yl)-2-oxo-1,2-dihydroquinoline-6-sulfonamide